N-(3-(3-cyclopropyl-5-((2-fluoro-4-iodophenyl)amino)-6,8-dimethyl-2,4,7-trioxo-3,4,6,7-tetrahydropyrido[4,3-d]pyrimidin-1(2H)-yl)phenyl)methanesulfonamide 2,2,2-trifluoroacetate FC(C(=O)O)(F)F.C1(CC1)N1C(N(C=2C(C1=O)=C(N(C(C2C)=O)C)NC2=C(C=C(C=C2)I)F)C=2C=C(C=CC2)NS(=O)(=O)C)=O